6-(2-(4,7,10-tris(2-(methylamino)-2-oxoethyl)-1,4,7,10-tetraazacyclododecan-1-yl)acetamido)hexanoic acid CNC(CN1CCN(CCN(CCN(CC1)CC(NC)=O)CC(NC)=O)CC(=O)NCCCCCC(=O)O)=O